2-(4-(4-(aminomethyl)-1-oxo-1,2-dihydrophthalazin-6-yl)-1-methyl-1H-pyrazol-5-yl)-6-methylbenzonitrile NCC1=NNC(C2=CC=C(C=C12)C=1C=NN(C1C1=C(C#N)C(=CC=C1)C)C)=O